FC1=C(C(=O)N[C@@H](C(=O)N2CCC3(C(CN(C3)C)C3=CC=C(C=C3)F)CC2)C(C)C)C=C(C=C1)F 2,5-difluoro-N-((2R)-1-(4-(4-fluorophenyl)-2-methyl-2,8-diazaspiro[4.5]-decan-8-yl)-3-methyl-1-oxobutan-2-yl)benzamide